C[Hf](C1C=CC=C1)(C1(C=CC=C1)CCC)C dimethyl-(propylcyclopentadienyl)(cyclopentadienyl)hafnium